2,4,4-trimethyl-7-propyl-3,3a,4,9b-tetrahydrocyclopenta[c]chromen-9-ol CC1=CC2C(C(OC=3C=C(C=C(C23)O)CCC)(C)C)C1